3-[6-(3-fluoro-4-methyl-phenoxy)-3-pyridyl]-1H-imidazo[4,5-b]pyridin-2-one FC=1C=C(OC2=CC=C(C=N2)N2C(NC=3C2=NC=CC3)=O)C=CC1C